C(CCCCCCCCCCCCCCCCC)NCCCN N-octadecyl-1,3-propylenediamine